5-(((3'-methoxy-[1,1'-biphenyl]-4-yl)methyl)thio)-1H-1,2,3-triazole-4-carboxylic acid COC=1C=C(C=CC1)C1=CC=C(C=C1)CSC1=C(N=NN1)C(=O)O